1-(4-fluorobenzyl)ethane-1,2-diamine FC1=CC=C(CC(CN)N)C=C1